[2H]C1(CN(CC(C1OS(=O)(=O)C)([2H])[2H])C(=O)OC(C)(C)C)[2H] tert-butyl 3,3,5,5-tetradeuterio-4-methylsulfonyloxy-piperidine-1-carboxylate